trans-3-[4-[4,5-dichloro-6-oxo-pyridazin-1-yl]cyclohexyl]-1H-benzimidazol-2-one ClC=1C=NN(C(C1Cl)=O)[C@@H]1CC[C@H](CC1)N1C(NC2=C1C=CC=C2)=O